OCC(CN1C(C=CC2=C1N=C(N=C2)S(=O)(=O)C)=O)(C)C 8-(3-hydroxy-2,2-dimethylpropyl)-2-methanesulfonyl-8H-pyrido[2,3-d]pyrimidin-7-one